CN(C)\C=C\1/C(N(CC1=O)C(=O)OC(C)(C)C)=O Tert-butyl (3Z)-3-[(dimethylamino)methylidene]-2,4-dioxopyrrolidine-1-carboxylate